N[C@@H]1CN(CC[C@H]1F)C1=NC=2C(=NC=C(C2)C(F)(F)F)N1CC1=NC=C(C#N)C=C1 6-((2-((3R,4R)-3-Amino-4-fluoropiperidin-1-yl)-6-(trifluoromethyl)-3H-imidazo[4,5-b]pyridin-3-yl)methyl)nicotinonitril